Propan-2-yl 2-{[(2,6-dichlorophenyl)carbamoyl]oxy}-3-(pyrimidin-2-yl)propanoate ClC1=C(C(=CC=C1)Cl)NC(=O)OC(C(=O)OC(C)C)CC1=NC=CC=N1